C1(CC1)C1=NC2=CC=C(C=C2C(=N1)N1C(CC(CC1)C1=C(C=CC=C1)OC)=O)N(CCC)C 1-[2-cyclopropyl-6-(methyl-propyl-amino)-quinazolin-4-yl]-4-(2-methoxy-phenyl)-piperidin-2-one